C(C1=CC=CC=C1)N1CCC2(CC1)C(CCC1=CC=CC=C12)=NS(=O)C(C)(C)C N-(1'-benzyl-3,4-dihydro-2H-spiro[naphthalene-1,4'-piperidine]-2-ylidene)-2-methylpropane-2-sulfinamide